3-(4-(4-amino-3-(4-(2-fluorophenoxy)phenyl)-1H-pyrazolo[3,4-d]pyrimidin-1-yl)piperidin-1-yl)azetidine-1-carboxylic acid tert-butyl ester C(C)(C)(C)OC(=O)N1CC(C1)N1CCC(CC1)N1N=C(C=2C1=NC=NC2N)C2=CC=C(C=C2)OC2=C(C=CC=C2)F